ClC=1C=C(C(=C(C1)O)C=1N=NC(=CC1)CN1C[C@H](CC1)OC)C (S)-5-Chloro-2-(6-((3-methoxypyrrolidin-1-yl)methyl)pyridazin-3-yl)-3-methylphenol